C(C)(C)N(C(=O)[C@@H]1CN(CCC1)C(=O)OC(C)(C)C)CC1=CC=C(C=C1)C(C)C tert-butyl (S)-3-(isopropyl(4-isopropylbenzyl)carbamoyl)piperidine-1-carboxylate